NCC1=C(C=C(C=C1)O)NN(C(C(=O)NC1(NC2=CC=CC=C2C1)C(=O)O)CC1=CC=CC=C1)C(C=O)=O 2-(2-(((2-(aminomethyl)-5-hydroxyphenyl)amino)-2-oxoacetylamino)-3-phenylpropionamido)-1H-indole-2-carboxylic acid